N-methanesulfonyl-3-methylbutanamide CS(=O)(=O)NC(CC(C)C)=O